OC(C(=O)O)CCC(=O)O Alpha-hydroxyglutaric acid